(2-iodo-5-(2-isopropylphenoxy)phenyl)methanol IC1=C(C=C(C=C1)OC1=C(C=CC=C1)C(C)C)CO